6-methylimidazo[1,2-a]pyrazine-2-carbonyl chloride CC=1N=CC=2N(C1)C=C(N2)C(=O)Cl